(2S,4S)-4-hydroxypyrrolidine-2-carboxylic acid tert-butyl ester hydrochloride Cl.C(C)(C)(C)OC(=O)[C@H]1NC[C@H](C1)O